benzyl (S)-2-(cyanomethyl)-4-(7-((8-methylnaphthalen-1-yl)methyl)-2-(((S)-1-methylpyrrolidin-2-yl)methoxy)imidazo[2,1-f][1,2,4]triazin-4-yl)piperazine-1-carboxylate C(#N)C[C@@H]1N(CCN(C1)C1=NC(=NN2C1=NC=C2CC2=CC=CC1=CC=CC(=C21)C)OC[C@H]2N(CCC2)C)C(=O)OCC2=CC=CC=C2